CCNCCN(C)C N,N-dimethyl-N-ethylethylenediamine